ClC=1C=C(C=CC1)NS(=O)(=O)C=1C=C(C(=O)NC2=NC=C(C=C2)C)C=CC1 3-(N-(3-chlorophenyl)sulfamoyl)-N-(5-methylpyridin-2-yl)benzamide